C(=O)(O)CCOCC(NCCCOCCOCCOC=O)COCCC(=O)O 13-((2-carboxyethoxy)methyl)-l-1-oxo-2,5,8,15-tetraoxa-12-azaoctadecan-18-oic acid